Cl.C(C1=CC=CC=C1)[C@H]1N(CCN(C1)CCC)C1=NC=C2C(=N1)N(N=C2C=2C(=C(C(=C(C2)C(F)(F)F)F)O)F)C (R)-3-(6-(2-Benzyl-4-propylpiperazin-1-yl)-1-methyl-1H-pyrazolo[3,4-d]pyrimidin-3-yl)-2,6-difluoro-5-(trifluoromethyl)phenol hydrochloride